FC(C1=CC=C(C=C1)C1=C(C=CC=C1)NC(=O)C=1C(=NN(C1)C)C(F)F)(F)F 3-difluoromethyl-1-methyl-1H-pyrazole-4-carboxylic acid N-(4'-trifluoromethyl-biphenyl-2-yl)-amide